C1(=CC=CC=C1)C=1N(C(=C(N1)C1=CC=CC=C1)C(C)=O)C=1C=C(C=CC1)C 1-(2,4-diphenyl-1-(m-tolyl)-1H-imidazol-5-yl)ethane-1-one